2-fluoro-4-(4-((R)-3-(methoxymethyl)morpholino)pyrimidin-2-ylamino)-N-(8-methylisoquinolin-1-yl)-N-((R)-piperidin-3-yl)benzamide FC1=C(C(=O)N([C@H]2CNCCC2)C2=NC=CC3=CC=CC(=C23)C)C=CC(=C1)NC1=NC=CC(=N1)N1[C@@H](COCC1)COC